CC1=C(OC2=C(C=C(C=C2C1=O)C)[C@@H](C)NC1=C(C=CC=C1)C1(CC1)C)C=1C=NC=CC1 3,6-Dimethyl-8-[(1R)-1-[2-(1-methylcyclopropyl)anilino]ethyl]-2-(3-pyridyl)chromen-4-one